O=C1NC(C2=C(N1)C=CC=N2)=O 2,4-dioxo-pyrido[3,2-d]pyrimidin